C(C)SCCN1C(=NC=C1[N+](=O)[O-])C 1-(2-(ethylthio)ethyl)-2-methyl-5-nitro-1H-imidazole